C1(CCCCCC1)NC(OC1=CC(=C(C=C1)OCC1=CC=CC=C1)C=1C=NC=C(C1)C1=NN=CN1COCC[Si](C)(C)C)=O 4-(benzyloxy)-3-(5-(4-((2-(trimethylsilyl)ethoxy)methyl)-4H-1,2,4-triazol-3-yl)pyridin-3-yl)phenyl cycloheptylcarbamate